2-chloro-5-(trifluoromethyl)benzoyl chloride ClC1=C(C(=O)Cl)C=C(C=C1)C(F)(F)F